2-Chloro-5-{[(2,2-dimethylpropanoyl)amino]methyl}-N-[1-(2-methoxypyridin-4-yl)-1H-indazol-4-yl]benzamide hydrochloride Cl.ClC1=C(C(=O)NC2=C3C=NN(C3=CC=C2)C2=CC(=NC=C2)OC)C=C(C=C1)CNC(C(C)(C)C)=O